N-tetradecyl-2-(3-methoxy-4-benzyloxyphenyl)-3,5,7-tribenzyloxyquinolin-4-one C(CCCCCCCCCCCCC)N1C(=C(C(C2=C(C=C(C=C12)OCC1=CC=CC=C1)OCC1=CC=CC=C1)=O)OCC1=CC=CC=C1)C1=CC(=C(C=C1)OCC1=CC=CC=C1)OC